ClC=1C(=C(C=C2C=NN(C12)C1=CC=C(C=C1)C1=CC(=CC=C1)OC)F)OCOC 7-chloro-5-fluoro-1-(3'-methoxy-[1,1'-biphenyl]-4-yl)-6-(methoxymethoxy)-1H-indazole